FC1=C(C=C(C=C1F)C1=C(C=CC=C1C)C)[C@H](CC(=O)O)NC([C@H](CC(C)C)N1N=C(C=C(C1=O)C)CCN1CC(C1)F)=O (S)-3-(4,5-difluoro-2',6'-dimethyl-[1,1'-biphenyl]-3-yl)-3-((S)-2-(3-(2-(3-fluoroazetidin-1-yl)ethyl)-5-methyl-6-oxopyridazin-1(6H)-yl)-4-methylpentanamido)propanoic acid